dimethyl-2''-(3-methyl-1H-1,2,4-triazol-1-yl)-2H-[1,4':2',4''-terpyridin]-2-one CC1=C(C(N(C=C1)C1=CC(=NC=C1)C1=CC(=NC=C1)N1N=C(N=C1)C)=O)C